2-(3,5-dimethoxyphenoxy)-3-(3,5-dimethoxyphenyl)pyridine COC=1C=C(OC2=NC=CC=C2C2=CC(=CC(=C2)OC)OC)C=C(C1)OC